N-[2-methyl-8-(5-methylfuran-2-yl)imidazo[1,2-a]pyrazin-6-yl]cyclopropanecarboxamide CC=1N=C2N(C=C(N=C2C=2OC(=CC2)C)NC(=O)C2CC2)C1